O(C1=CC=CC=C1)C1C(CC1)N 2-Phenoxycyclobutyl-amine